C(C)(C)(C)OC(=O)N1C(COCC1)C(=O)O 4-tert-butoxycarbonylmorpholine-3-carboxylic acid